C(#N)[C@H]1N(CCC1)C(CN1C[C@H](CC1)NC(OC(C)(C)C)=O)=O tert-butyl ((S)-1-(2-((S)-2-cyanopyrrolidin-1-yl)-2-oxoethyl)pyrrolidin-3-yl)carbamate